((9-cyclopentyl-7,7-difluoro-5-methyl-6-oxo-6,7,8,9-tetrahydro-5H-pyrimido[4,5-b][1,4]diazepin-2-yl)amino)-3-methoxybenzoic acid C1(CCCC1)N1C2=C(N(C(C(C1)(F)F)=O)C)C=NC(=N2)NC2=C(C(=O)O)C=CC=C2OC